OC[C@H](C1=CC=CC=C1)NC1=NC(=NC=C1C=1OC(=NN1)C=1N=NC=CC1)NC1=CC2=C(C(OC2(C)C)=O)C=C1 5-[(4-{[(1S)-2-hydroxy-1-phenylethyl]amino}-5-[5-(pyridazin-3-yl)-1,3,4-oxadiazol-2-yl]pyrimidin-2-yl)amino]-3,3-dimethyl-1,3-dihydro-2-benzofuran-1-one